COC(=O)N1C(=C(C2=CC=CC=C12)C=O)OCCCCCCCCCCCC (dodecyloxy)3-formyl-1H-indole-1-carboxylic acid methyl ester